4-(2-(6-(2,4-difluorophenyl)-1,1-dioxido-1,2,6-thiadiazinan-2-yl)propanamido)adamantan-1-carboxamide FC1=C(C=CC(=C1)F)N1CCCN(S1(=O)=O)C(C(=O)NC1C2CC3(CC(CC1C3)C2)C(=O)N)C